1-(6-chloropyridazin-3-yl)azetidine-3-carbonitrile ClC1=CC=C(N=N1)N1CC(C1)C#N